(R)-6-(4-cyano-2-methoxyphenyl)-5-ethoxy-8-methyl-6,9-dihydrothieno[3,2-h][1,6]Naphthyridine-7-carboxamide C(#N)C1=CC(=C(C=C1)[C@H]1C(=C(NC=2C3=C(N=C(C12)OCC)C=CS3)C)C(=O)N)OC